magnesium carbonate, phosphate salt P(=O)([O-])([O-])O.C(O)(O)=O.[Mg+2]